N1CCC(CC1)C(=O)NC(C(=O)O)CCCCCCCC1=NC=2NCCCC2C=C1 2-(piperidine-4-carboxamido)-9-(5,6,7,8-tetrahydro-1,8-naphthyridin-2-yl)nonanoic acid